ClC1=CC=C2C(=N1)N(C=C2C=2C(=CC1=C(C=NS1)C2)OC)COCC[Si](C)(C)C 5-(6-chloro-1-[[2-(trimethylsilyl)ethoxy]methyl]pyrrolo[2,3-b]pyridin-3-yl)-6-methoxy-1,2-benzothiazole